Lithium cobalt oxid [Co]=O.[Li]